Cobalt hexaanimine trichloride [Cl-].[Cl-].[Cl-].C(CCCCC)=N.[Co+3]